C(C1=CC=CC=C1)OC1=C(C(=CC(=C1)C(F)F)O)C(=O)N1CC2=CC(=CC(=C2C1)N[C@@H]1COCC1)OC (S)-(2-(Benzyloxy)-4-(difluoromethyl)-6-hydroxyphenyl)(6-methoxy-4-((tetrahydrofuran-3-yl)amino)isoindolin-2-yl)methanone